dimethyl 2-((1R,2R,5R)-5-methyl-2-(prop-1-en-2-yl)cyclohexyl)malonate C[C@@H]1CC[C@H]([C@@H](C1)C(C(=O)OC)C(=O)OC)C(=C)C